COC(=O)C=1C=C(C=C2C=NN(C12)CC1=NC=C(C=N1)C1=CC(=CC(=C1)OC)F)Cl 5-chloro-1-((5-(3-fluoro-5-methoxyphenyl)pyrimidin-2-yl)methyl)-1H-indazole-7-carboxylic acid methyl ester